N[C@@H]([C@@H](O)C)C(=O)O |r| racemic-allothreonine